8Z,10E,12E-heptadecatrienal C(C=CC=CC=CCCCCCCCCCC)=O